C(C(C)C)C1=CC(=C(S1)S(=O)(=O)NC(NCC1=NC=CC=C1)=O)C=1C=NC(=NC1)CN1C(=NC=C1)C 3-(5-isobutyl-3-{2-[(2-methyl-1H-imidazol-1-yl)methyl]-5-pyrimidinyl}-2-thienylsulfonyl)-1-[(2-pyridyl)methyl]urea